N1C(=NC2=C1C=CC=C2)C2(C(N(C1=CC=CC=C21)C)=O)C2=C(C=CC(=C2)F)O 3-(1H-Benzo[d]imidazol-2-yl)-3-(5-fluoro-2-hydroxyphenyl)-1-methylindolin-2-one